tributyl(((4-(trifluoromethyl)benzyl)oxy)methyl)stannane C(CCC)[Sn](COCC1=CC=C(C=C1)C(F)(F)F)(CCCC)CCCC